C1(CC1)C(=O)NC1=CC(=C(N=N1)C(=O)N)NC1=C(C(=CC=C1)C=1C=NN(C1)C1(CCCC1)COC)OC 6-(cyclopropanecarboxamido)-4-((2-methoxy-3-(1-(1-(methoxymethyl)cyclopentyl)-1H-pyrazol-4-yl)phenyl)amino)pyridazine-3-carboxamide